2-[2-(5-bromo-2-methyl-pyrazol-3-yl)ethoxy]acetic acid BrC=1C=C(N(N1)C)CCOCC(=O)O